6-(2,6-Difluorophenyl)-4-((1-(1-methylpiperidin-4-yl)-1H-pyrazol-4-yl)amino)pyridazine-3-carboxylic acid methyl ester COC(=O)C=1N=NC(=CC1NC=1C=NN(C1)C1CCN(CC1)C)C1=C(C=CC=C1F)F